C(C(=C)C)(=O)OC1=CC=C(C=C1)C1=CC=C(C=C1)C#N (4'-cyano-1,1'-biphenyl-4-yl) methacrylate